O1C2(OCC1)C[C@H]1N(CC2)C(OC1)=O (8aR)-hexahydrospiro[[1,3]oxazolo[3,4-a]pyridin-7,2'-[1,3]dioxolan]-3-one